5-Bromo-3-chloropyridine-2-carboxylic acid methyl ester COC(=O)C1=NC=C(C=C1Cl)Br